CNC1=C(C2=NS(C3=C2C(C1=O)=CC=C3)(=O)=O)C3=CC(=C(C=C3)OC)OC (methylamino)-3-(3,4-dimethoxyphenyl)-5H-naphtho[1,8-cd]isothiazol-5-one 1,1-dioxide